COC(CN1C(N(CCC1)C1=CC(=CC=C1)B1OC(C(O1)(C)C)(C)C)=O)OC 1-(2,2-dimethoxyethyl)-3-[3-(4,4,5,5-tetramethyl-1,3,2-dioxaborolan-2-yl)phenyl]-1,3-diazinan-2-one